ClC=1C=C(C=CC1)C(CNC(=O)NCC1CCCC1)(C)OC 1-[2-(3-chlorophenyl)-2-methoxy-propyl]-3-(cyclopentylmethyl)urea